ClC1=NC(=NC=N1)N1C[C@H]2[C@@H](C1)CN(C2)CC2=CC=C(C=C2)N2C(=NC=1C2=NC(=CC1)C1=CC=CC=C1)C=1C(=NC=CC1)N 3-(3-(4-(((3aR,6aS)-5-(4-Chloro-1,3,5-triazin-2-yl)hexahydropyrrolo[3,4-c]pyrrol-2(1H)-yl)methyl)phenyl)-5-phenyl-3H-imidazo[4,5-b]pyridin-2-yl)pyridin-2-amine